NC1=C2C(=NC=N1)N(N=C2C=2C=NC(=CC2)OC2=C(C=CC=C2)F)[C@H]2CN(CCC2)C(=O)C(C#N)=CC2CC2 (R)-2-(3-(4-amino-3-(6-(2-fluorophenoxy)pyridin-3-yl)-1H-pyrazolo[3,4-d]pyrimidin-1-yl)piperidine-1-carbonyl)-3-cyclopropylacrylonitrile